(5-(1H-Pyrrolo[2,3-b]pyridin-3-yl)pyrazolo[1,5-a]pyridin-3-yl)(hexahydropyrrolo[3,4-c]pyrrol-2(1H)-yl)methanone N1C=C(C=2C1=NC=CC2)C2=CC=1N(C=C2)N=CC1C(=O)N1CC2CNCC2C1